2-chloro-5-nitrobenzenesulfinic acid sodium salt [Na+].ClC1=C(C=C(C=C1)[N+](=O)[O-])S(=O)[O-]